N-((R)-4-(methylsulfonyl)-1-oxo-1-(((R)-4-phenyl-1-(4,4,5,5-tetramethyl-1,3,2-dioxaborolan-2-yl)butyl)amino)butan-2-yl)pyrazine-2-carboxamide CS(=O)(=O)CC[C@H](C(N[C@@H](CCCC1=CC=CC=C1)B1OC(C(O1)(C)C)(C)C)=O)NC(=O)C1=NC=CN=C1